4-(5-(4-bromo-1-methyl-1H-pyrazol-3-yl)-5-hydroxyoctahydropentalen-2-yl)-N-(3-chloro-4-fluorophenyl)-1-methyl-1H-imidazole-5-carboxamide BrC=1C(=NN(C1)C)C1(CC2CC(CC2C1)C=1N=CN(C1C(=O)NC1=CC(=C(C=C1)F)Cl)C)O